FC1=C(C=CC(=C1)F)S(=O)(=O)NC1=CC(=CN(C1=O)C([2H])([2H])[2H])C=1C=C2C(=NC=NC2=CC1)N1CCN(CC1)C(=O)OC(C)(C)C tert-butyl 4-(6-(5-((2,4-difluorophenyl)sulfonamido)-1-(methyl-d3)-6-oxo-1,6-dihydropyridin-3-yl)quinazolin-4-yl)piperazine-1-carboxylate